methyl (S)-5-(((benzyloxy) carbonyl) amino)-6-methoxy-3-oxohexanoate C(C1=CC=CC=C1)OC(=O)N[C@@H](CC(CC(=O)OC)=O)COC